(6aR,10aR)-N-cyclopropyl-1-hydroxy-6,6,9-trimethyl-3-pentyl-6a,7,8,10a-tetrahydro-6H-benzo[c]chromene-2-carboxamide C1(CC1)NC(=O)C=1C(=C2[C@H]3[C@H](C(OC2=CC1CCCCC)(C)C)CCC(=C3)C)O